2,2'-dihydroxy-4,4'-dimethyl-benzophenone OC1=C(C(=O)C2=C(C=C(C=C2)C)O)C=CC(=C1)C